(3S,4R)-4-((5-chloro-4-(3-(piperidin-3-yl)-1,2,4-thiadiazol-5-yl)pyridin-2-yl)amino)tetrahydro-2H-pyran-3-ol Methyl-(R)-2-((tert-butoxycarbonyl)amino)-3-(diethoxyphosphoryl)propanoate C[C@@](C(=O)O[C@@H]1COCC[C@H]1NC1=NC=C(C(=C1)C1=NC(=NS1)C1CNCCC1)Cl)(CP(=O)(OCC)OCC)NC(=O)OC(C)(C)C